5-tert-butoxycarbonylamino-2-(3,4,5-tris-butyryloxy-tetrahydropyran-2-yloxy)-benzoic acid tert-butyl ester C(C)(C)(C)OC(C1=C(C=CC(=C1)NC(=O)OC(C)(C)C)OC1OCC(C(C1OC(CCC)=O)OC(CCC)=O)OC(CCC)=O)=O